FC1=C(C(=CC=C1F)OC)COC=1C(=CC(=C(C1)N1C(NC=2C(C1=O)=C(SC2)C(=O)O)=O)F)OC 3-(5-((2,3-difluoro-6-methoxyphenyl)methoxy)-2-fluoro-4-methoxyphenyl)-2,4-dioxo-1,2,3,4-tetrahydrothieno[3,4-d]pyrimidine-5-carboxylic acid